ethyl 2-(4-aminocyclohexyl)-acetate NC1CCC(CC1)CC(=O)OCC